hydroxydiphosphoric acid OOP(=O)(O)OP(=O)(O)O